7-Methyl-2-((7-methylchinolin-6-yl)amino)-9-(1-(oxetan-3-yl)piperidin-4-yl)-7,9-dihydro-8H-purin-8-on CN1C(N(C2=NC(=NC=C12)NC=1C=C2C=CC=NC2=CC1C)C1CCN(CC1)C1COC1)=O